CS(=O)(=O)C1=CC=CC(=N1)NC1=C(C=NC(=C1)NC(C)=O)C1=NC=CC=C1 N-(4'-((6-(methylsulfonyl)pyridin-2-yl)amino)-[2,3'-bipyridin]-6'-yl)acetamide